C(C)(C)(C)OC(CN1CC(CC1)C(=O)O)=O 1-(2-(tert-butoxy)-2-oxoethyl)pyrrolidine-3-carboxylic acid